CC(CC(=O)N1CC2=C(CC1)SC(=C2)C2=NOC(=N2)C(F)(F)F)(C)C 3,3-dimethyl-1-(2-(5-(trifluoromethyl)-1,2,4-oxadiazol-3-yl)-6,7-dihydrothieno[3,2-c]pyridin-5(4H)-yl)butan-1-one